N-(((9H-fluoren-9-yl)methoxy)carbonyl)-N-(15-(tert-butoxy)-15-oxopentadecyl)-L-alanine C1=CC=CC=2C3=CC=CC=C3C(C12)COC(=O)N([C@@H](C)C(=O)O)CCCCCCCCCCCCCCC(=O)OC(C)(C)C